Tert-butyl-((1R,3R)-3-(iodomethyl)cyclobutoxy)dimethylsilane C(C)(C)(C)[Si](C)(C)OC1CC(C1)CI